O1CC(C1)CNC1=C(C=NC=N1)C#N 6-[(oxetan-3-ylmethyl)amino]pyrimidine-5-carbonitrile